2lambda6-thia-6-azaspiro[3.3]heptane C1[SH4]CC12CNC2